(S)-(4-benzyl-4-azaspiro[2.4]heptane-5-yl)methanol C(C1=CC=CC=C1)N1C2(CC2)CC[C@H]1CO